3,5-dichloro-2,6-dimethyl-3,5-di(prop-2-yl)-3,5-disila-4-oxaheptane Cl[Si](C(C)C)(O[Si](C(C)C)(C(C)C)Cl)C(C)C